6,7-dimethoxynaphtho[2,3-c]furan-1(3H)-one hydrochloride Cl.COC1=CC2=CC3=C(C(OC3)=O)C=C2C=C1OC